C(C)(C)(C)OC(=O)N1CC(C1)C(=O)O 1-tert-butoxycarbonyl-azetidine-3-carboxylic acid